[3-[(5-fluoro-2-pyridyl)amino]-1-(2,2,2-trifluoroethyl)pyrazolo[4,3-c]pyridin-6-yl]-(6-hydroxy-1,4-oxazepan-4-yl)methanone FC=1C=CC(=NC1)NC1=NN(C2=C1C=NC(=C2)C(=O)N2CCOCC(C2)O)CC(F)(F)F